C(C=C)(=O)OC(C(C)O)S(=O)(=O)O acryloyloxy-2-hydroxypropanesulfonic acid